1,4-dihydro-4-(trifluoromethylphenyl)-2H-3,1-benzoxazin-2-one FC(F)(F)C1=C(C=CC=C1)C1OC(NC2=C1C=CC=C2)=O